C(C=C)[Si](OCCOC)(OCCOC)OCCOC allyl-tris(methoxyethoxy)silane